2-[[4-amino-1-(2-methylpropyl)-1H-imidazo[4,5-c]quinolin-2-yl](methyl)amino]ethanol 2-[[4-amino-1-(2-methylpropyl)-1H-imidazo[4,5-c]quinolin-2-yl](methyl)amino]ethyl-acetate NC1=NC=2C=CC=CC2C2=C1N=C(N2CC(C)C)N(CCCC(=O)OCCN(C)C=2N(C1=C(C(=NC=3C=CC=CC13)N)N2)CC(C)C)C